ClC=1C(=C(C=CC1F)[C@@H](NC(=O)[C@H]1NC(NC1)=O)C1CC(C1)(C)C)F (4S)-N-[(S)-(3-chloro-2,4-difluoro-phenyl)(3,3-dimethylcyclobutyl)methyl]-2-oxoimidazolidine-4-carboxamide